[N+](=O)([O-])C1=CC(=C(C=C1)N(CC(=O)OCOC(C)=O)CC(=O)OCOC(C)=O)OCC#C bis(acetoxymethyl) 2,2'-((4-nitro-2-(prop-2-yn-1-yloxy)phenyl)azanediyl)diacetate